eicosatetraenoyl-ethanolamine C(C=CC=CC=CC=CCCCCCCCCCCC)(=O)C(O)CN